C12CN(C(CC1)C2)C2=CC=C(C(=N2)NC=2N(N=CC2)C)C#N 6-(3-azabicyclo[2.2.1]heptan-3-yl)-2-[(2-methylpyrazol-3-yl)amino]pyridine-3-carbonitrile